C(#N)C1=C(OC=2C=C3C(N(C=NC3=CC2)CCCC2=CC=C(C=C2)CN(C(OC(C)(C)C)=O)C)=O)C(=CC=C1NS(=O)(=O)N1CCCC1)F tert-butyl N-[[4-[3-[6-[2-cyano-6-fluoro-3-(pyrrolidin-1-ylsulfonylamino)phenoxy]-4-oxo-quinazolin-3-yl] propyl] phenyl] methyl]-N-methyl-carbamate